[6-(3-cyclopropyl-1H-1,2,4-triazol-5-yl)-2-azaspiro[3.3]heptan-2-yl]-[6-[[1-(2,2,2-trifluoroethyl)tetrazol-5-yl]methyl]-2,6-diazaspiro[3.3]heptan-2-yl]methanone C1(CC1)C1=NNC(=N1)C1CC2(CN(C2)C(=O)N2CC3(C2)CN(C3)CC3=NN=NN3CC(F)(F)F)C1